5-Azidoisoquinoline N(=[N+]=[N-])C1=C2C=CN=CC2=CC=C1